C1(CC1)[C@@H]1CN(C[C@@H](O1)C=1C=NN(C1)C)S(=O)(=O)C1=CC=C(C=C1)C (2R,6S)-2-cyclopropyl-6-(1-methylpyrazol-4-yl)-4-(p-tolylsulfonyl)morpholine